3-((1-Methyl-1H-pyrazole-4-yl)methyl)thieno[2,3-d]pyrimidine-2,4(1H,3H)-dione CN1N=CC(=C1)CN1C(NC2=C(C1=O)C=CS2)=O